BrC1=CC2=C(N(C=N2)C)C=C1C(=O)OC methyl 5-bromo-1-methyl-1H-benzo(d)imidazole-6-carboxylate